2-((2S,5R)-2-(3-chlorophenyl)-5-methylpiperidin-1-yl)-N-(5-methylpyridin-3-yl)-2-oxoacetamide ClC=1C=C(C=CC1)[C@H]1N(C[C@@H](CC1)C)C(C(=O)NC=1C=NC=C(C1)C)=O